(S)-6-(4-cyanophenyl)-4-(((trifluoromethyl)sulfonyl)oxy)-3,6-dihydropyridine-1(2H)-carboxylic acid benzyl ester C(C1=CC=CC=C1)OC(=O)N1CCC(=C[C@H]1C1=CC=C(C=C1)C#N)OS(=O)(=O)C(F)(F)F